2-(2-((5-Bromo-2-((4-(4-(dimethylamino)piperidin-1-yl)-2-methoxy-5-methylphenyl)amino)pyrimidine-4-yl)amino)-5-fluorophenyl)propan-2-ol BrC=1C(=NC(=NC1)NC1=C(C=C(C(=C1)C)N1CCC(CC1)N(C)C)OC)NC1=C(C=C(C=C1)F)C(C)(C)O